N-(4-(2-(4-morpholinylphenylamino)pyrimidin-4-yl)phenyl)acrylamide N1(CCOCC1)C1=CC=C(C=C1)NC1=NC=CC(=N1)C1=CC=C(C=C1)NC(C=C)=O